COC(=O)C1(CCC2(C(CC3=CC=CC=C23)C[C@H](COC2=CC=NC=3CCC[C@H](C23)CC)C)CC1)NC1=CC(=CC=C1)Cl 4-(3-Chloroanilino)-2'-[(2R)-3-{[(5R)-5-ethyl-5,6,7,8-tetrahydroquinolin-4-yl]oxy}-2-methylpropyl]-2',3'-dihydrospiro[cyclohexane-1,1'-indene]-4-carboxylic acid methyl ester